NCC(C[SiH2]C(OC(C)C)OC(C)C)C 3-amino-2-methylpropyl-(diisopropyloxymethylsilane)